molybdenum nitrate salt [N+](=O)([O-])[O-].[Mo+4].[N+](=O)([O-])[O-].[N+](=O)([O-])[O-].[N+](=O)([O-])[O-]